[3-chloro-1-(3-pyridinyl)-1H-pyrazol-4-yl]-N-ethyl-3-[(3,3,3-trifluoropropyl)sulfinyl]-propanamide ClC1=NN(C=C1C(C(=O)NCC)CS(=O)CCC(F)(F)F)C=1C=NC=CC1